CC=1C=C(C=CC1C)C1=CC=C2C=C(C(NC2=N1)=O)C(=O)OCC ethyl 7-(3,4-dimethylphenyl)-2-oxo-1,2-dihydro-1,8-naphthyridine-3-carboxylate